C(C)C1=C2C=CNC(C2=CN=C1)=O 5-ethyl-2,7-naphthyridin-1-one